C(C1=CC=CC=C1)C(O[C@@H](CN1C2=NC(=NC(=C2N=C1)N)N)C)(P(O)(O)=O)CCOCCCCCCCCCCCCCCCCCC.[N-](S(=O)(=O)C(F)(F)F)S(=O)(=O)C(F)(F)F.[Li+] lithium bis(trifluoromethane)sulfonimide benzyl-(2-(octadecyloxy)ethyl)((((R)-1-(2,6-diamino-9H-purin-9-yl)propan-2-yl)oxy)methyl)phosphonate